C(C)(=O)N1CC(CC1)NC1=CC=C(C=C1)NC1=NC2=CC=CC=C2C=N1 2-((4-((1-acetylpyrrolidin-3-yl)amino)phenyl)amino)quinazolin